C(C1=CC=CC=C1)N1CC(CC1)(OC(=O)OC(C)(C)C)C1N(CC1)C(=O)OC(C)(C)C tert-butyl 2-(1-benzyl-3-tert-butoxycarbonyloxy-pyrrolidin-3-yl)azetidine-1-carboxylate